S1C=CC2=C1NC(=C2)C(=O)NN 6H-thieno[2,3-b]pyrrole-5-carbohydrazide